1,6,6-Trimethyl-1,4-diazepan-2-one, hydrochloride Cl.CN1C(CNCC(C1)(C)C)=O